ClC=1C=C(C=CC1B1OC(C(O1)(C)C)(C)C)NS(=O)(=O)C1=CC=CC=C1 N-(3-chloro-4-(4,4,5,5-tetramethyl-1,3,2-dioxaborolan-2-yl)phenyl)benzenesulfonamide